ethyl 6-cyclopropyl-7-methoxyimidazo[1,2-b]pyridazine-2-carboxylate C1(CC1)C=1C(=CC=2N(N1)C=C(N2)C(=O)OCC)OC